3,3-dicyclopropyl-N-[4-(3,5-dimethyl-1H-pyrazol-4-yl)phenyl]-2-[5-(6-methyl-3-pyridyl)-4H-1,2,4-triazol-3-yl]propanamide C1(CC1)C(C(C(=O)NC1=CC=C(C=C1)C=1C(=NNC1C)C)C1=NN=C(N1)C=1C=NC(=CC1)C)C1CC1